Ethyl (1S,5R)-2-oxo-3-oxabicyclo[3.1.0]hexane-1-carboxylate O=C1[C@]2(C[C@H]2CO1)C(=O)OCC